3-methoxy-N-[3-methyl-4-(1,2,3,6-tetrahydro-pyridin-4-yl)-phenyl]-4-(1,2,3,6-tetrahydro-pyridin-4-yl)-benzamide COC=1C=C(C(=O)NC2=CC(=C(C=C2)C=2CCNCC2)C)C=CC1C=1CCNCC1